C1(=CC=C(C=C1)S(=O)(=O)NN=C(C1=CC=NC=C1)C1CCN(CC1)C(=O)OC(C)(C)C)C tert-Butyl 4-[N-(p-tolylsulfonylamino)-C-(4-pyridyl)carbonimidoyl]piperidine-1-carboxylate